2-(4-(allyloxy)phenyl)-4,5-dihydrooxazole C(C=C)OC1=CC=C(C=C1)C=1OCCN1